BrC1=C(C=CC=C1)SC=1N=NC=CC1C(NO)=N 3-[(2-bromophenyl)sulfanyl]-N-hydroxypyridazine-4-carboximidamide